N1C=C(C=2C1=NC=CC2)CCC2N(CCC1=CC(=C(C=C21)OCC)OC)C=O 1-(2-(1H-pyrrolo[2,3-b]pyridin-3-yl)ethyl)-7-ethoxy-6-methoxy-3,4-dihydroisoquinolin-2(1H)-formaldehyde